CC(CO)(C=C(C)C)C 2,2,4-trimethyl-3-pentenol